CS(=O)(=O)C=1C=C(C=CC1)S(=O)(=O)NC1=CC=C(C=C1)N1CCCCC1 3-(methylsulfonyl)-N-(4-(piperidin-1-yl)phenyl)benzenesulfonamide